CC=1C(=C2C=NNC2=CC1)C1=C2C(=C3C(=NC=NC3=C1)N1CCN(CC1)C(C=C)=O)OCCC2 1-(4-(5-(5-methyl-1H-indazol-4-yl)-3,4-dihydro-2H-pyrano[2,3-f]quinazolin-10-yl)piperazin-1-yl)prop-2-en-1-one